(S)-2-((2-((3R,5S)-5-(difluoromethyl)-3-methoxy-2-carbonylpyrrolidin-1-yl)-5,6-dihydrobenzo[f]imidazo[1,2-d][1,4]oxazepin-9-yl)amino)propanamide FC([C@@H]1C[C@H](C(N1C=1N=C2N(CCOC3=C2C=CC(=C3)N[C@H](C(=O)N)C)C1)=C=O)OC)F